2-amino-N-((8-fluoroisoquinolin-3-yl)methyl)-N',3-dimethyl-N'-(pyrimidin-2-yl)quinoline-6-carbohydrazide NC1=NC2=CC=C(C=C2C=C1C)C(=O)N(N(C1=NC=CC=N1)C)CC=1N=CC2=C(C=CC=C2C1)F